COC(=O)C1=CN(C2=NC=CC(=C21)OC2=C(C=C(C=C2F)NC(NCC2(COC2)C)=O)F)COCC[Si](C)(C)C Methyl-4-[2,6-difluoro-4-({[(3-methyloxetan-3-yl)methyl]carbamoyl}amino)phenoxy]-1-{[2-(trimethylsilyl)ethoxy]methyl}-1H-pyrrolo[2,3-b]pyridine-3-carboxylate